FC(C(=O)O)(F)F.NC[C@H](C1=C(C(=CC=C1OCOC)Cl)Cl)C(C(=O)OCC)C(=O)OCC 1,3-diethyl 2-[(1S)-2-amino-1-[2,3-dichloro-6-(methoxymethoxy)phenyl]ethyl]propanedioate trifluoroacetic acid salt